FC(F)(F)C1=NC2=CC=CC=C2C=N1 trifluoromethyl-quinazoline